ClC1=CC(=C(C=C1C#N)NS(=O)(=O)C=1C=C(C(=O)O)C=CC1C1CC1)O[C@@H]1C[C@H](CC1)C#N 3-(N-(4-chloro-5-cyano-2-((trans-3-cyanocyclopentyl)oxy)phenyl)sulfamoyl)-4-cyclopropylbenzoic acid